BrC=1C=C(C(=CC1)OC)OC 4-Bromoveratrole